((R)-3,4-dihydro-2H-pyrano[3,2-b]pyridin-4-yl)-4-(5-(5-fluoro-2-methoxypyridin-4-yl)-1H-pyrazole-3-carbonyl)-4-azaspiro[2.5]octane-7-carboxamide O1CC[C@@H](C2=NC=CC=C21)C2CC21N(CCC(C1)C(=O)N)C(=O)C1=NNC(=C1)C1=CC(=NC=C1F)OC